NC(C)(C)C=1N=C2C(=CC3=C(N=C(N=C3)NC3CCN(CC3)S(=O)(=O)C)N2C1)C(F)F 8-(2-aminopropan-2-yl)-6-(difluoromethyl)-N-(1-(methylsulfonyl)piperidin-4-yl)imidazo[1',2':1,6]pyrido[2,3-d]pyrimidin-2-amine